(R)-5-(3,4-dimethylphenyl)-N-(1,1-dioxido-2,3-dihydrothiophen-3-yl)-1,3,4-thiadiazole-2-carboxamide CC=1C=C(C=CC1C)C1=NN=C(S1)C(=O)N[C@H]1CS(C=C1)(=O)=O